3-((4-(ethylamino)-5-fluoropyrimidin-2-yl)oxy)pyrrolidin C(C)NC1=NC(=NC=C1F)OC1CNCC1